4-methoxy-nicotinonitrile COC1=CC=NC=C1C#N